ClC1=C(C=CC=C1)N1N=C2C(=C1C1=CC=C(C=C1)Cl)OCCCC2NC(=O)C2=NNC=C2 N-[2-(2-chlorophenyl)-3-(4-chlorophenyl)-5,6,7,8-tetrahydrooxepino[3,2-c]pyrazol-8-yl]-1H-pyrazole-3-carboxamide